(6aR,10aR)-6,6a,7,8,10,10a-hexahydropyrano[4,3-f]pyrrolo[3',2':5,6]pyrido[2,3-b][1,4]oxazepin N=1C=CC2=CC=3C(O[C@@H]4[C@@H](CN3)CCOC4)=NC21